4-(1H-pyrazol-4-yl)-7-[[2-(trimethylsilyl)ethoxy]methyl]-7H-pyrrolo[2,3-d]pyrimidine N1N=CC(=C1)C=1C2=C(N=CN1)N(C=C2)COCC[Si](C)(C)C